ClC=1C(=NC2=CC(=CC=C2C1)CN(C(=O)C=1C=NC(=CC1)C(F)(F)F)C1=C2C(=NC=C1)CCS2(=O)=O)NCC2=C(C=C(C=C2)OC)OC N-[(3-chloro-2-{[(2,4-dimethoxyphenyl)methyl]amino}quinolin-7-yl)methyl]-N-{1,1-dioxo-2H,3H-1λ6-thieno[3,2-b]pyridin-7-yl}-6-(trifluoromethyl)pyridine-3-carboxamide